NC=1C2=C(N=CN1)N(C(=C2C2=C(C=C(C=C2)S(=O)(=O)C)C)C2=CC=C(C=C2)NC(C(=C)C)=O)C N-(4-(4-amino-7-methyl-5-(2-methyl-4-(methylsulfonyl)phenyl)-7H-pyrrolo[2,3-d]pyrimidin-6-yl)phenyl)methacrylamide